5-((2-(3-(2-((3-Chloro-4-(trifluoromethoxy)benzyl)amino)ethyl)pyrrolidin-1-yl)ethyl)amino)benzo[c][2,6]naphthyridine-8-carboxamide ClC=1C=C(CNCCC2CN(CC2)CCNC2=NC3=C(C4=CN=CC=C24)C=CC(=C3)C(=O)N)C=CC1OC(F)(F)F